trans-tert-Butyl N-[4-[N-(cyclopropylmethyl)anilino]cyclohexyl]carbamate C1(CC1)CN(C1=CC=CC=C1)[C@@H]1CC[C@H](CC1)NC(OC(C)(C)C)=O